O=C1NC(CC[C@@H]1N1C(C2=CC=CC(=C2C1=O)NCC1=C(C=C(C=C1)CO)F)=O)=O (S)-2-(2,6-dioxopiperidin-3-yl)-4-((2-fluoro-4-(hydroxymethyl)benzyl)amino)isoindoline-1,3-dione